(R)-7-bromo-N-(1-(3-(difluoromethyl)-2-fluorophenyl)ethyl)-6-methoxy-2-methylquinazolin-4-amine-1-d BrC1=C(C=C2C(=N[C@@H](N(C2=C1)[2H])C)NC(C)C1=C(C(=CC=C1)C(F)F)F)OC